OC(COC=1C=C2C(N(C(C2=CC1)=O)C1C(NC(CC1)=O)=O)=O)O 5-(2,2-dihydroxyethoxy)-2-(2,6-dioxopiperidin-3-yl)isoindole-1,3-dione